BrCC=1C=C(C=C(C1)CBr)C1CCN(CC1)C(=O)OC(C)(C)C tert-butyl 4-(3,5-bis(bromomethyl)phenyl)piperidine-1-carboxylate